N-[3-(1,1-difluoroethyl)phenyl]-6-[4-(difluoromethoxy)-3-phenyl-phenyl]-3-methyl-pyrazine-2-carboxamide FC(C)(F)C=1C=C(C=CC1)NC(=O)C1=NC(=CN=C1C)C1=CC(=C(C=C1)OC(F)F)C1=CC=CC=C1